C(CC=C)N1C=NC2=CC=CC=C2C1=O 3-(but-3-enyl)quinazoline-4(3H)-one